FC=1C=C(C=CC1[Si](C)(C)C)NC(=O)[C@@H]1N(CCC2=CC(=CC=C12)COC)C(=O)C1=CC(=NO1)O (1R)-N-(3-fluoro-4-(trimethylsilyl)phenyl)-2-((3-hydroxy-1,2-oxazol-5-yl)carbonyl)-6-methoxymethyl-1,2,3,4-tetrahydroisoquinoline-1-carboxamide